N3'-(6-Cyclopropylimidazo[2,1-b][1,3,4]thiadiazol-2-yl)-5-methoxy-6'-methyl-[4,4'-bipyridine]-2,3'-dicarboxamide C1(CC1)C=1N=C2SC(=NN2C1)NC(=O)C=1C=NC(=CC1C1=CC(=NC=C1OC)C(=O)N)C